C(C)(C)(C)OC(=O)N1[C@H](CN(CC1)CCC1=CC2=C(N(C(N2C)=O)C2C(NC(CC2)=O)=O)C=C1)C(=O)O (2R)-1-tert-butoxycarbonyl-4-[2-[1-(2,6-dioxo-3-piperidyl)-3-methyl-2-oxo-benzimidazol-5-yl]ethyl]piperazine-2-carboxylic acid